O([C@H]1[C@H](O)[C@H](O)[C@@H](O)[C@@H](O1)C)[C@H]1[C@H](O)[C@@H](O)[C@H](O)[C@H](O1)CO β-D-glucopyranosyl-(1-4) α-L-rhamnopyranoside